[3-(2H-benzotriazol-2-yl)-4-hydroxy-butylphenyl] propionate C(CC)(=O)OC1=C(C=CC=C1)CCC(CO)N1N=C2C(=N1)C=CC=C2